FC1=CC=C(C(=C1[C@@H]([C@@H](C=1OC(NN1)=O)NS(=O)(=O)N1CCC(CC1)C(=O)NC)C)C)C 1-(N-((1S,2S)-2-(6-fluoro-2,3-dimethylphenyl)-1-(5-oxo-4,5-dihydro-1,3,4-oxadi-azol-2-yl)-propyl)sulfamoyl)-N-methylpiperidine-4-carboxamide